C(C)(C)C=1C=C2CCCC2=CC1 5-isopropyl-2,3-dihydro-1H-inden